4-(2-((8-Chloro-2-(4-(trifluoromethoxy)-phenoxy)chinolin-5-yl)oxy)ethyl)morpholin ClC=1C=CC(=C2C=CC(=NC12)OC1=CC=C(C=C1)OC(F)(F)F)OCCN1CCOCC1